tert-butyl ((2-bromo-5-(bromomethyl)benzyl)sulfonyl)(2-((tert-butyldiphenylsilyl)oxy)ethyl)carbamate BrC1=C(CS(=O)(=O)N(C(OC(C)(C)C)=O)CCO[Si](C2=CC=CC=C2)(C2=CC=CC=C2)C(C)(C)C)C=C(C=C1)CBr